NCC(=O)NC1=C(C=C(C=C1C(=O)N)C1=CC=C(C=C1)Cl)C1=CC=C(C=C1)S(N)(=O)=O 4'-(2-aminoacetamido)-4-chloro-4''-sulfamoyl-[1,1':3',1''-terphenyl]-5'-carboxamide